C(CCC)[Sn](C=1SC=CN1)(CCCC)CCCC tributyl-(thiazol-2-yl)tin